6-(1-(4-(5-Chloro-6-methoxypyridin-3-yl)benzyl)-4-fluoro-1H-indol-7-carboxamido)spiro-[3.3]heptan ClC=1C=C(C=NC1OC)C1=CC=C(CN2C=CC3=C(C=CC(=C23)C(=O)NC2CC3(CCC3)C2)F)C=C1